tert-butyl (1-(4-amino-2-(trifluoromethyl)benzyl)piperidin-4-yl)carbamate NC1=CC(=C(CN2CCC(CC2)NC(OC(C)(C)C)=O)C=C1)C(F)(F)F